O1[C@H](COCC1)COC1=NC(N2C(C3=CC=C(C=C3CC2)CCCOC)=C1)=O 2-((R)-1-[1,4]Dioxan-2-ylmethoxy)-9-(3-methoxy-propyl)-6,7-dihydro-pyrimido[6,1-a]isoquinolin-4-one